C1(=CC=CC=C1)N1C(=NC2=C1C=CC=C2)C2=CC=C(C=C2)N2C=1C=CC=CC1N(C1=CC=CC=C21)C2=CC=C(C=C2)C2=NC1=C(N2C2=CC=CC=C2)C=CC=C1 5,10-Bis(4-(1-phenyl-1H-benzo[d]imidazol-2-yl)phenyl)-5,10-dihydrophenazine